7-carboxyl-pyrene C(=O)(O)C=1C=C2C=CC3=CC=CC4=CC=C(C1)C2=C43